C1(=CC=CC=C1)C1=C(C(=NN=N1)C=1C(=C(C(=C(C1)C1=CC=CC=C1)C1=C(C=CC=2OC3=C(C21)C=CC=C3)C3=CC=CC=C3)C3=NN=NC(=C3C3=CC=CC=C3)C3=CC=CC=C3)C3=C(C=CC=2[Se]C1=C(C23)C=CC=C1)C1=CC=CC=C1)C1=C(C=CC=C1)C1=CC=CC=C1 [phenyl(biphenylyl)triazinyl](phenyldibenzoselenophenyl)(diphenyltriazinyl)(phenyldibenzofuranyl)biphenyl